D-alanyl-D-arginyl-D-arginyl-D-arginyl-D-alanyl-D-argininamide hydrochloride Cl.N[C@H](C)C(=O)N[C@H](CCCNC(N)=N)C(=O)N[C@H](CCCNC(N)=N)C(=O)N[C@H](CCCNC(N)=N)C(=O)N[C@H](C)C(=O)N[C@H](CCCNC(N)=N)C(=O)N